C(C)(C)P(CCNCCP(C(C)C)C(C)C)C(C)C bis(2-diisopropylphosphinoethyl)amine